ethyl (R)-1-(3,5-difluorophenyl)methanesulfonate FC=1C=C(C=C(C1)F)CS(=O)(=O)OCC